C(CCCCCCCC(=O)O)CCCCCCC=O The molecule is an omega-oxo fatty acid derived from hexadecanoic acid. It has a role as a plant metabolite. It is an omega-oxo fatty acid, an aldehydic acid and a long-chain fatty acid. It derives from a hexadecanoic acid. It is a conjugate acid of a 16-oxohexadecanoate.